[Cl-].C[NH+](C)C1OC1 N,N-dimethyl-2-oxiranyl-ammonium chloride